CC=1C=C(C=NC1)C1=NOC(=N1)C(C)NC(OC(C)(C)C)=O tert-butyl N-[1-[3-(5-methyl-3-pyridyl)-1,2,4-oxadiazol-5-yl]ethyl]carbamate